1H-pyrrolo[2,3-b]pyridine-4-thiol sodium [Na].N1C=CC2=C1N=CC=C2S